rac-(6-chloroimidazo[1,5-a]pyridin-5-yl)(1-(3-fluoro-4-(methoxymethoxy)phenyl)-5-methyl-1H-1,2,3-triazol-4-yl)methanol ClC=1C=CC=2N(C1[C@@H](O)C=1N=NN(C1C)C1=CC(=C(C=C1)OCOC)F)C=NC2 |r|